FC1=CC(=C(C=C1)OC=C)C#CC1=CC=CC=C1 4-fluoro-2-phenylethynyl-1-(vinyloxy)benzene